O=CCCC1=CC=C(C=C1)NC(C)=O N-[4-(3-OXO-PROPYL)-PHENYL]-ACETAMIDE